OC(C)C=1C(=NC(=CC1)N1C=NC2=C1C=NC(=C2)NC=2C=NC(=CC2)C)N2N=C(C=C2C)C#N 1-[3-(1-Hydroxyethyl)-6-[6-[(6-methyl-3-pyridinyl)amino]imidazo[4,5-c]pyridin-3-yl]-2-pyridinyl]-5-methyl-pyrazole-3-carbonitrile